COC1=CC=C(C=C1)[C@@H](C)O (R)-1-(4-methoxyphenyl)ethanol